ethyl 1-((2-(trimethylsilyl)ethoxy)methyl)-1H-pyrazole-4-carboxylate C[Si](CCOCN1N=CC(=C1)C(=O)OCC)(C)C